BrCC1=C(C=C(C=C1)C)F 1-(bromomethyl)-2-fluoro-4-methylbenzene